C1(=CC=C(C=2C(=CC=C(C12)C(=O)O)C(=O)O)C(=O)O)C(=O)O.[Li] lithium 1,4,5,8-naphthalenetetracarboxylic acid